C(C)OC(=O)C=1N=C(SC1C1CC1)Br bromo-5-cyclopropylthiazole-4-carboxylic acid ethyl ester